C(C)(C)(C)C1=NN2C(N(C(C3=C2C=CC=N3)=O)CC(=O)NC3=NC=C(C=C3)F)=C1 2-(2-(Tert-butyl)-5-oxopyrazolo[1,5-a]pyrido[2,3-e]pyrimidin-4(5H)-yl)-N-(5-fluoropyridin-2-yl)acetamide